3-((4-(piperidin-4-yl)phenyl)amino)-5-(3-(trifluoromethyl)-1H-pyrazol-1-yl)pyrazine-2-carboxamide N1CCC(CC1)C1=CC=C(C=C1)NC=1C(=NC=C(N1)N1N=C(C=C1)C(F)(F)F)C(=O)N